N1(CCCCC1)C(=O)OCC(C)C 2-methylpropyl piperidine-1-carboxylate